C(C)(=O)NC1=CC=C(C=C1)C(CCC(=O)O)=O 4-(4-acetamidophenyl)-4-oxobutyric acid